O=C[C@H](CC1=CC=CC=C1)NC(=O)C=1C(=NSC1)C1=CC=CC=C1 (S)-N-(1-OXO-3-PHENYLPROPAN-2-YL)-3-PHENYLISOTHIAZOLE-4-CARBOXAMIDE